2-(N-Boc-Amino)-3-methylpyridine C(=O)(OC(C)(C)C)NC1=NC=CC=C1C